((4-aminobutyl)amino)-2-(2,6-dioxopiperidin-3-yl)isoindoline-1,3-dione NCCCCNC1=C2C(N(C(C2=CC=C1)=O)C1C(NC(CC1)=O)=O)=O